2-bromo-1,3-thiazole-5-carbaldehyde BrC=1SC(=CN1)C=O